4-amino-2-chloro-5-sulfamoyl-benzoic acid NC1=CC(=C(C(=O)O)C=C1S(N)(=O)=O)Cl